CN1C(N=C(C2=C1C=CC(=N2)C#N)N2[C@H](CN([C@@H](C2)CCC)[C@H](C)C2=CC=C(C=C2)C(F)(F)F)C)=O 1-methyl-4-((2S,5R)-2-methyl-5-propyl-4-((R)-1-(4-(trifluoromethyl)phenyl)ethyl)piperazin-1-yl)-2-oxo-1,2-dihydropyrido[3,2-d]pyrimidine-6-carbonitrile